tert-butyl (2S)-2-[({4-[3-(5-chloro-2-fluorophenyl)-7-methyl-1H-pyrrolo[3,2-b]pyridin-2-yl]pyridin-3-yl}oxy)methyl]pyrrolidine-1-carboxylate ClC=1C=CC(=C(C1)C1=C(NC=2C1=NC=CC2C)C2=C(C=NC=C2)OC[C@H]2N(CCC2)C(=O)OC(C)(C)C)F